1-(3-(2,3-dichlorophenyl)imidazo[1,5-a]pyrazin-8-yl)pyrrolidin-3-amine ClC1=C(C=CC=C1Cl)C1=NC=C2N1C=CN=C2N2CC(CC2)N